3,4,5-Trimethoxy-4'-bromo-trans-stilbene COC=1C=C(C=C(C1OC)OC)\C=C\C1=CC=C(C=C1)Br